CC=1SC2=C(N1)C=CC(=C2)C2=CNC=1N=C(N=CC12)NC1CCOCC1 5-(2-methylbenzo[d]thiazol-6-yl)-N-(tetrahydro-2H-pyran-4-yl)-7H-pyrrolo[2,3-d]pyrimidin-2-amine